(1R,2R)-2-(((((9H-fluoren-9-yl)methoxy)carbonyl)amino)methyl)cyclopropane-1-carboxylic acid C1=CC=CC=2C3=CC=CC=C3C(C12)COC(=O)NC[C@H]1[C@@H](C1)C(=O)O